NC(NC)=NC1=NC=C(C(=O)O)C=C1 6-((amino(methylamino)methylene)amino)nicotinic acid